bis(di-tertbutylphosphino)ferrocene palladium dichloride [Pd](Cl)Cl.C(C)(C)(C)P(C(C)(C)C)[C-]1C=CC=C1.[C-]1(C=CC=C1)P(C(C)(C)C)C(C)(C)C.[Fe+2]